(3-(aminomethyl)oxetan-3-yl)-[1,1'-biphenyl] NCC1(COC1)C1=C(C=CC=C1)C1=CC=CC=C1